COC1=CC=C(C=C1)C(CC(CCCC)=O)=O 1-(4-methoxyphenyl)heptane-1,3-dione